Sec-octanone C(C)(CCCCCC)=O